FC1=C(C=C2C=C(N=CC2=C1)NC(OCC1(CCNCC1)F)=O)C1=C(C2=C(OCCN2)N=C1)C (4-Fluoropiperidin-4-yl)methyl (7-fluoro-6-(8-methyl-2,3-dihydro-1H-pyrido[2,3-b][1,4]oxazin-7-yl)isoquinolin-3-yl)carbamate